3,6-dimethylcatechol CC1=C(C(O)=C(C=C1)C)O